2-[2-(4-{2-methyl-2-[2-(methacryloyloxy)-ethylcarbamoyloxy] propionyl}-phenoxy)-ethoxycarbonylamino]-ethyl methacrylate C(C(=C)C)(=O)OCCNC(=O)OCCOC1=CC=C(C=C1)C(C(C)(OC(NCCOC(C(=C)C)=O)=O)C)=O